Natrium triflat [O-]S(=O)(=O)C(F)(F)F.[Na+]